tert-butyl ((1R,2R)-4-((3-chloro-4-fluorophenyl)carbamoyl)-2-hydroxy-2,3-dihydro-1H-inden-1-yl)carbamate ClC=1C=C(C=CC1F)NC(=O)C1=C2C[C@H]([C@@H](C2=CC=C1)NC(OC(C)(C)C)=O)O